ClC1=CC=C(C=C1)N1C(=NN=C1[C@@H]1CC[C@H](CC1)OC1=NC=CC=C1)CNC trans-1-(4-(4-Chlorophenyl)-5-(4-(pyridin-2-yloxy)cyclohexyl)-4H-1,2,4-triazol-3-yl)-N-methylmethanamine